C(CCC[2H])N1C(CCC1)=O 1-butyl-d-pyrrolidone